N1N=CC2=CC(=CC=C12)NC1=NC(=NC=C1OC)C1=CC=C2C=C(NC2=C1)C(=O)NC1=CN=NC=C1 6-(4-((1H-indazol-5-yl)amino)-5-methoxy-pyrimidin-2-yl)-N-(pyridazin-4-yl)-1H-indole-2-carboxamide